3,3'-tetra-thiodipropionic acid C(CCSSSSCCC(=O)O)(=O)O